CC1=NC(=NC(=C1)C)N1CC2CNCC2C1 (3R,6S)-2-(4,6-dimethylpyrimidin-2-yl)octahydropyrrolo[3,4-c]pyrrole